C[C@@H]1N(C[C@H](N(C1)C(C)C=1C=C2N=CC=NC2=CC1)C)C=1C=2N=C(N(C2N(C(N1)=O)C)C)CC#N 2-(6-((2S,5R)-2,5-dimethyl-4-(1-(quinoxalin-6-yl)ethyl)piperazin-1-yl)-3,9-dimethyl-2-oxo-3,9-dihydro-2H-purin-8-yl)acetonitrile